C1(=CC=CC=C1)CC(CCCCCC)=NO 1-[phenyl]octane-2-one oxime